FC1=C(C=CC=C1)[C@@H](N)[C@H]1CNC2=C(N1)N=CC=C2 (R)-(2-fluorophenyl)-[(3R)-1,2,3,4-tetrahydropyrido[2,3-b]pyrazin-3-yl]methanamine